tert-butyl (1-((3-(3-hydroxyazetidin-1-yl)phenyl)sulfonyl)-piperidin-4-yl)carbamate OC1CN(C1)C=1C=C(C=CC1)S(=O)(=O)N1CCC(CC1)NC(OC(C)(C)C)=O